α-amino-β-phenylethanesulfonate NC(CC1=CC=CC=C1)S(=O)(=O)[O-]